COC1=C(C=CC(=C1)S(=O)(=O)N1CCOCC1)NC=1C=C(C2=C(N1)NC=C2)NC N6-(2-methoxy-4-(morpholinosulfonyl)phenyl)-N4-methyl-1H-pyrrolo[2,3-b]pyridine-4,6-diamine